N-(4-(4-amino-7-cyano-3-(3-fluoro-4-((4-methylthiazol-2-yl)oxy)phenyl)-1-methyl-1H-pyrrolo[3,2-c]pyridin-2-yl)phenyl)acrylamide NC1=NC=C(C2=C1C(=C(N2C)C2=CC=C(C=C2)NC(C=C)=O)C2=CC(=C(C=C2)OC=2SC=C(N2)C)F)C#N